NCCCO[C@@H]1CC(C[C@H](C1OCCCN)OCCCN)C(=O)N(C)CCCCCCO (1S,3R,4S,5R)-3,4,5-tris(3-aminopropoxy)-N-(6-hydroxyhexyl)-N-methylcyclohexane-1-carboxamide